2-cyano-5-nitro-3-trifluoromethyl-pyridine C(#N)C1=NC=C(C=C1C(F)(F)F)[N+](=O)[O-]